tert-butyl (R,Z)-1-((tert-butylsulfinyl)imino)-4-methoxy-1,3-dihydrospiro[indene-2,4'-piperidine]-1'-carboxylate C(C)(C)(C)[S@@](=O)\N=C\1/C2=CC=CC(=C2CC12CCN(CC2)C(=O)OC(C)(C)C)OC